C(#CC#CC1=C(C(=O)OC)C=CC=C1)C1=C(C(=O)OC)C=CC=C1 dimethyl 2,2'-(buta-1,3-diyne-1,4-diyl)dibenzoate